4-(4,4-dimethylpiperidin-1-yl)-N-(3-fluorophenyl)-6-(1H-imidazol-1-yl)picolinamide benzyl-(2-(2-(1-hydroxy-2-(naphthalen-2-ylamino)-2-oxoethyl)pyrrolidin-1-yl)-2-oxoethyl)carbamate C(C1=CC=CC=C1)N(C(O)=O)CC(=O)N1C(CCC1)C(C(=O)NC1=CC2=CC=CC=C2C=C1)O.CC1(CCN(CC1)C1=CC(=NC(=C1)N1C=NC=C1)C(=O)NC1=CC(=CC=C1)F)C